1-[4-(1,1-Difluoroethyl)phenyl]sulfonyl-4-methyl-3-(3,3,4,4-tetrafluoropyrrolidin-1-yl)indazole FC(C)(F)C1=CC=C(C=C1)S(=O)(=O)N1N=C(C2=C(C=CC=C12)C)N1CC(C(C1)(F)F)(F)F